1-(3-fluoro-4-methylbenzyl)-5-methoxy-2-oxo-2,3-dihydro-1H-benzo[b]azepine-4-carboxylate FC=1C=C(CN2C3=C(C(=C(CC2=O)C(=O)[O-])OC)C=CC=C3)C=CC1C